COC(=O)C=1C=C(C=CC1)C1=CC=C(C=C1)C(F)(F)F 4'-(trifluoromethyl)-[1,1'-biphenyl]-3-carboxylic acid methyl ester